1-(4-chloro-2-methyl-thiazol-5-yl)ethanol ClC=1N=C(SC1C(C)O)C